C(C)C=1C(C(CCC1)(C)C)C(=O)OCC ethyl 2-ethyl-6,6-dimethylcyclohex-2-enecarboxylate